C1(CCC1)SC=1C=C2C(=NC1)N(C=C2)CO (5-cyclobutylsulfanylpyrrolo[2,3-b]pyridin-1-yl)methanol